(R)-2-(6-chloro-8-(difluoromethoxy)imidazo[1,2-a]pyridin-2-yl)-N-(3-cyclopropyl-2H-pyrazol-5-yl)propanamide ClC=1C=C(C=2N(C1)C=C(N2)[C@H](C(=O)NC=2C=C(NN2)C2CC2)C)OC(F)F